ClC=1C=CC(=C(C1)C1=C(C=NC(=C1)C)C(=O)NC=1SC=2C(=NC=C(N2)N2CCC(CC2)OC)N1)OC 4-(5-chloro-2-methoxyphenyl)-N-[6-(4-methoxy-1-piperidinyl)thiazolo[4,5-b]pyrazin-2-yl]-6-methylpyridine-3-carboxamide